O1C(=CC=C1)/C=C/C(=O)NCCC=1N=CNC1 (2E)-3-(furan-2-yl)-N-[2-(1H-imidazol-4-yl)ethyl]prop-2-enamide